(R)-2-(1-(1-(tert-butyl)-1H-pyrazol-4-yl)piperidin-3-yl)-9-fluoro-8-methoxy-[1,2,4]triazolo[1,5-c]quinazolin-5-amine C(C)(C)(C)N1N=CC(=C1)N1C[C@@H](CCC1)C1=NN2C(=NC=3C=C(C(=CC3C2=N1)F)OC)N